FC(C=1C(=CC2=CN(N=C2C1)C1CCC(CC1)C=O)NC(=O)C1=NC(=CC=C1)C(C)(C)F)F N-[6-(difluoromethyl)-2-(4-formylcyclohexyl)indazol-5-yl]-6-(1-fluoro-1-methyl-ethyl)pyridine-2-carboxamide